2-((1-(2,2,2-trifluoroethyl)piperidin-4-yl)oxy)benzonitrile FC(CN1CCC(CC1)OC1=C(C#N)C=CC=C1)(F)F